2-(6-fluoro-2,3-dimethylphenyl)-2-methylpropionaldehyde FC1=CC=C(C(=C1C(C=O)(C)C)C)C